N-((5-bromopyridin-2-yl)methyl)-O-(tert-butyl)hydroxylamine BrC=1C=CC(=NC1)CNOC(C)(C)C